O=C1N(CC2=CC(=CC=C12)C1CCN(CC1)CC1=CC=2CCCCC2C=C1)C1C(NC(CC1)=O)=O 3-(1-oxo-5-(1-((5,6,7,8-tetrahydronaphthalen-2-yl)methyl)piperidin-4-yl)isoindolin-2-yl)piperidine-2,6-dione